BrC(C#C)(Br)Br Tribromopropyne